(5-Chloro-2-(2-methyl-2H-tetrazol-5-yl)phenyl)((2S,3R,6R)-2,6-dimethyl-3-(((5-(trifluoromethyl)pyridin-2-yl)amino)methyl)morpholino)methanone ClC=1C=CC(=C(C1)C(=O)N1[C@@H]([C@@H](O[C@@H](C1)C)C)CNC1=NC=C(C=C1)C(F)(F)F)C=1N=NN(N1)C